OC1=CC(=NC=C1CN1CCCCC1)C(=O)O 4-hydroxy-5-(piperidin-1-ylmethyl)-2-pyridinecarboxylic acid